(1S,3aR,6aS)-2-(6,7-dihydro-4H-pyrano[3,4-d]isoxazole-3-carbonyl)-N-((S)-3-oxo-1-((S)-2-oxopyrrolidin-3-yl)-4-(trifluoromethoxy)butan-2-yl)octahydrocyclopenta[c]pyrrole-1-carboxamide O1N=C(C2=C1CCOC2)C(=O)N2[C@@H]([C@@H]1[C@H](C2)CCC1)C(=O)N[C@@H](C[C@H]1C(NCC1)=O)C(COC(F)(F)F)=O